F[B-](F)(F)F.CN1C(COCC1)CCCC N-methyl-butyl-morpholine tetrafluoroborate